6-phenyl-1,3,5-triazin-2-yl-boronic acid C1(=CC=CC=C1)C1=NC=NC(=N1)B(O)O